COC(C(=O)C1=CC=CC=C1)(C1=CC=CC=C1)OC 2,2-dimethoxy-1,2-diphenylethane-1-on